1-(2-(2-aminoethoxy)-4-fluorophenyl)-3-(2-bromo-6-methoxypyridin-3-yl)-6-(trifluoromethyl)-2,3-dihydroquinazolin-4(1H)-one NCCOC1=C(C=CC(=C1)F)N1CN(C(C2=CC(=CC=C12)C(F)(F)F)=O)C=1C(=NC(=CC1)OC)Br